CC=1C(=C(C(=C(C(=O)O)C1)N)C)C(=O)O dimethyl-2-aminoterephthalic acid